(S)-5-((4-((2-hydroxy-1-phenylethyl)amino)-5-(1,3,4-oxadiazol-2-yl)pyrimidin-2-yl)amino)-3,3-dimethylbenzo[c][1,2]oxaborol-1(3H)-ol OC[C@H](C1=CC=CC=C1)NC1=NC(=NC=C1C=1OC=NN1)NC1=CC2=C(B(OC2(C)C)O)C=C1